2,3-dimethyl-1,5-pentanediol CC(CO)C(CCO)C